(2-Chlorophenyl)(cyclobutyl)methanol ClC1=C(C=CC=C1)C(O)C1CCC1